C(CCCCCCCCCCC)SC(CCC[Sn])SCCCCCCCCCCCC bis(dodecylthio)butyltin